C(C1=CC=CC=C1)OCC=1N=NN(C1)[C@@H](CC(=O)NO)CC1=CC2=CC=CC=C2C=C1 (R)-3-(4-benzyloxymethyl-[1,2,3]triazol-1-yl)-N-hydroxy-4-naphthalen-2-yl-butyramide